COC1=CC=C(CO[C@@H]2[C@H](SC[C@H]2OCC2=CC=C(C=C2)OC)COCC2=CC=C(C=C2)OC)C=C1 (2R,3S,4S)-3,4-bis((4-methoxybenzyl)oxy)-2-(((4-methoxybenzyl)oxy)methyl)tetrahydrothiophene